O=C1NC(CCC1N1C(N(C2=C1C=CC(=C2)C2CN(CCC2)C(=O)OC(C)(C)C)C)=O)=O tert-butyl 3-[1-(2,6-dioxo-3-piperidyl)-3-methyl-2-oxo-benzimidazol-5-yl]piperidine-1-carboxylate